C(CCCCCCCCCCCCCCCCC)OC(CCCCCCCCCCCCCCCCCCCCCCCCCCCCC)=O.C(CCCCCCCCCCCCCCCCC)(=O)O.C(CCCCCCCCCCCCCCCCC)(=O)O.C(CCCCCCCCCCCCCCCCC)(=O)O trioctadecanoic acid stearyl-triacontanoate